CN1N=C(C(=C1C(=O)N)C(F)(F)F)C(C(F)(F)F)(F)F Methyl-3-(pentafluoroethyl)-4-(trifluoromethyl)-1H-pyrazole-5-carboxamide